C1(CCC1)CN[C@H]1CN(CCC1)C1=CC(N(C=C1)C(C)C=1N=NN(C1)C=1C=NC=C(C1)OC)=O 4-((R)-3-((cyclobutylmethyl)amino)piperidin-1-yl)-1-(1-(1-(5-methoxypyridin-3-yl)-1H-1,2,3-triazol-4-yl)ethyl)pyridin-2(1H)-one